C(CCCCCCC)C1=CC=CC=2SC3=CC=CC=C3C(C12)=O n-octylthioxanthone